2-(4-fluoro-4-methylpiperidin-1-yl)-4-iodobenzohydrazide FC1(CCN(CC1)C1=C(C(=O)NN)C=CC(=C1)I)C